bis(4-t-butylphenyl-diphenylsulfonium) ethanedisulfonate C(CS(=O)(=O)[O-])S(=O)(=O)[O-].C(C)(C)(C)C1=CC=C(C=C1)[S+](C1=CC=CC=C1)C1=CC=CC=C1.C(C)(C)(C)C1=CC=C(C=C1)[S+](C1=CC=CC=C1)C1=CC=CC=C1